CC(CNC(OCCOC=C(C(=O)[O-])C)=O)(CC(CCNC(OCCOC=C(C(=O)[O-])C)=O)C)C 7,7,9-Trimethyl-4,13-dioxo-3,14-dioxa-5,12-diazahexadecane-1,16-dioxydimethacrylate